4-(6-(8-oxa-3-azabicyclo[3.2.1]octane-3-yl)-3-cyanopyridazin-4-yl)piperazine-1-carboxylic acid C12CN(CC(CC1)O2)C2=CC(=C(N=N2)C#N)N2CCN(CC2)C(=O)O